4,5-dichloro-N-(3-cyanophenyl)-2-(4-fluorophenoxy)benzamide ClC1=CC(=C(C(=O)NC2=CC(=CC=C2)C#N)C=C1Cl)OC1=CC=C(C=C1)F